(R)-N-(3,4-dichlorobenzyl)-4-methyl-2-((3-oxo-5-phenyl-pentyl)amino)pentanamide ClC=1C=C(CNC([C@@H](CC(C)C)NCCC(CCC2=CC=CC=C2)=O)=O)C=CC1Cl